4-((trimethylsilyl)oxy)pent-2-en-1-yl-(cyclopentan-1-one) C[Si](OC(C=CCC1C(CCC1)=O)C)(C)C